4-[8-amino-5-chloro-3-[(3R)-3-piperidyl]imidazo[1,5-a]pyrazin-1-yl]-N-[4-(trifluoromethyl)-2-pyridyl]benzamide NC=1C=2N(C(=CN1)Cl)C(=NC2C2=CC=C(C(=O)NC1=NC=CC(=C1)C(F)(F)F)C=C2)[C@H]2CNCCC2